FC=1C=CN(C1)C(C(C(F)(F)F)(C)C)=O (3R,4S)-4-fluoro-1-(3,3,3-trifluoro-2,2-dimethylpropanoyl)pyrrol